N1-(1-amino-6,7-dihydro-5H-cyclopenta[c]pyridin-4-yl)-N2-cyclobutyl-N2-((5-(trifluoromethyl)pyridin-2-yl)methyl)oxalamide NC1=NC=C(C2=C1CCC2)NC(C(=O)N(CC2=NC=C(C=C2)C(F)(F)F)C2CCC2)=O